17-fluoro-5-[4-(morpholin-4-yl)piperidin-1-yl]-7,11-dioxa-20,23,24-triazapentacyclo[17.5.2.12,6.013,18.022,25]heptacosa-1(24),2,4,6(27),13(18),14,16,19,21,25-decaene FC1=CC=CC=2COCCCOC=3C(=CC=C(C4=NNC5=CN=C(C12)C=C45)C3)N3CCC(CC3)N3CCOCC3